2-(4-(6-((4-chloro-2-fluorobenzofuran-7-yl)methoxy)pyridin-2-yl)-2,5-difluorobenzyl)-1-((oxetan-2-yl)methyl)-3-oxo-2,3-dihydro-1H-indazole-6-carboxylic acid ClC1=CC=C(C2=C1C=C(O2)F)COC2=CC=CC(=N2)C2=CC(=C(CN1N(C3=CC(=CC=C3C1=O)C(=O)O)CC1OCC1)C=C2F)F